CC=1C(N(C=CN1)C1=CC=CC2=CC=CC=C12)=O 3-methyl-1-(naphthalene-1-yl)pyrazin-2(1H)-one